2-methyl-3-(2,4,7-trimethyl-1-oxooct-6-en-4-yl)benzonitrile CC1=C(C#N)C=CC=C1C(CC(C=O)C)(CC=C(C)C)C